N=CC1=C(C(=C(C(=C1[NH3+])C=N)[NH3+])C=N)[NH3+] 2,4,6-tris(iminomethyl)benzene-1,3,5-triaminium